C(CO)(=O)O.C(CO)(=O)O.[B] boron di(glycolic acid)